(1S,3aS,6aR)-tert-butyl 5-benzyl-1-(((tert-butyldimethylsilyl)oxy)methyl)-3-oxohexahydropyrrolo[3,4-c]pyrrole-2(1H)-carboxylate C(C1=CC=CC=C1)N1C[C@H]2[C@@H](C1)C(N([C@@H]2CO[Si](C)(C)C(C)(C)C)C(=O)OC(C)(C)C)=O